N1[C@@H]2N(CC1=O)C(CC2)=O (R)-3,6,7,7a-tetrahydro-1H-pyrrolo[1,5-a]imidazole-2,5-dione